C(C)(C)(C)OC(=O)NCC=1C=CC(=C(C(=O)O)C1)C 5-(((tert-butoxycarbonyl)amino)-methyl)-2-methyl-benzoic acid